1-((1-(2-(4-fluorophenyl)-2-oxoethyl)piperidin-4-yl)methyl)-1-methyl-3-((2-methyl-oxazol-5-yl)methyl)urea FC1=CC=C(C=C1)C(CN1CCC(CC1)CN(C(=O)NCC1=CN=C(O1)C)C)=O